(2R,3R,4R,5S)-1-((4,4-dichlorocyclohexyl)methyl)-2-(hydroxymethyl)piperidine-3,4,5-triol ClC1(CCC(CC1)CN1[C@@H]([C@H]([C@@H]([C@H](C1)O)O)O)CO)Cl